25-Hydroxy-heptacosanoic acid OC(CCCCCCCCCCCCCCCCCCCCCCCC(=O)O)CC